ClC=1C=C(C=CC1C)C1(CN(CC1)C(=O)NC1=C(C=CC(=C1)OC)OC)C=1SC=CN1 3-(3-chloro-4-methylphenyl)-N-(2,5-dimethoxyphenyl)-3-(thiazol-2-yl)pyrrolidine-1-carboxamide